BrC=1C=C(C=2N(C1)N=CC2)OC(CO[Si](C)(C)C(C)(C)C)C2=NC=C(C=C2)F [2-(6-Bromopyrazolo[1,5-a]pyridin-4-yl)oxy-2-(5-fluoro-2-pyridyl)ethoxy]-tert-butyl-dimethyl-silane